ClC=1C(=NC(=NC1)NC1=CC(=C(C=C1)N(CCN1CCCC1)C)C)N1C=C(C2=CC=CC=C12)C(=O)N 1-(5-chloro-2-{3-methyl-4-[methyl-(2-pyrrolidin-1-yl-ethyl)-amino]-phenylamino}-pyrimidin-4-yl)-1H-indole-3-carboxamide